N-[(1-methyl-1H-pyrazol-4-yl)(oxazolidin-4-yl)sulfamoyl]carbamic acid tert-butyl ester C(C)(C)(C)OC(NS(N(C1NCOC1)C=1C=NN(C1)C)(=O)=O)=O